3-((tert-Butoxycarbonyl)amino)butyric acid C(C)(C)(C)OC(=O)NC(CC(=O)O)C